2-amino-4-pyrimidinecarboxamide NC1=NC=CC(=N1)C(=O)N